imidazo[1,2-a]pyridine-5-carboxylate N=1C=CN2C1C=CC=C2C(=O)[O-]